ClC1=C2C(=NC(=NC2=CC=C1)N)N 5-chloroquinazoline-2,4-diamine